(R/S)-naphthyl alcohol C1(=CC=CC2=CC=CC=C12)O